N-[(5-Chlorothiophen-2-yl)methyl]-3-(pyrrolidin-2-yl)-1-(1,3-thiazol-4-carbonyl)-1H-pyrazol-5-amin ClC1=CC=C(S1)CNC1=CC(=NN1C(=O)C=1N=CSC1)C1NCCC1